ClC=1C(=C(C2=C(N(C(=N2)C)C)C1)F)I 6-chloro-4-fluoro-5-iodo-1,2-dimethyl-1,3-benzodiazole